OCCC=1C(=CNC1)C(=O)OCC=1C(=CNC1)C(=O)O 4-[[[[4-(2-hydroxyethyl)-1H-pyrrol-3-yl]carbonyl]oxy]methyl]-1H-pyrrole-3-carboxylic acid